C(C=C(C)C)NCC=1C(NC(N([C@H]2[C@H](OC)[C@H](O)[C@@H](CO)O2)C1)=O)=O 5-(prenylaminomethyl)-2'-O-methyluridine